N,N-diethyldifluorobromoacetamide C(C)N(C(C(Br)(F)F)=O)CC